O[C@@H](C)C=1C(=NC(=CC1)N1C=NC2=C1C=CC(=C2)NC=2N=NC(=CC2)C)N2N=CC=C2C 1-[3-[(1S)-1-hydroxyethyl]-6-[5-[(6-methylpyridazin-3-yl)amino]benzimidazol-1-yl]-2-pyridinyl]-5-methyl-pyrazole